propyl-N-(2,2,2-trifluoroethyl)acetamide C(CC)CC(=O)NCC(F)(F)F